CN1C[C@@H]2CNC[C@@H]2C1 cis-2-methyl-hexahydropyrrolo[3,4-C]pyrrole